N2-Acetyl-S-(2-amino-9-(4-chlorobenzyl)-6-oxo-6,9-dihydro-1H-purin-8-yl)-N-(21-chloro-3,6,9,12,15-pentaoxahenicos-1-yl)-L-cysteinamide C(C)(=O)N[C@@H](CSC=1N(C=2N=C(NC(C2N1)=O)N)CC1=CC=C(C=C1)Cl)C(=O)NCCOCCOCCOCCOCCOCCCCCCCl